2-(6'-Cyclopropyl-2,2-difluoro-1'-oxo-1'H-spiro[cyclopropane-1,4'-isoquinoline]-2'(3'H)-yl)acetic acid methyl ester COC(CN1C(C2=CC=C(C=C2C2(C1)C(C2)(F)F)C2CC2)=O)=O